(2S,3S,4R,5R)-5-(6-(3-iodophenylamino)-9H-purin-9-yl)-3,4-dihydroxy-N-(2,2,2-trisfluoroethyl)-tetrahydrofuran-2-carboxamide IC=1C=C(C=CC1)NC1=C2N=CN(C2=NC=N1)[C@H]1[C@@H]([C@@H]([C@H](O1)C(=O)NCC(F)(F)F)O)O